methyl (2S)-2-(2-bromo-3-(2,6-difluoro-4-(methylcarbamoyl)phenyl)-3-oxopropyl)morpholine-4-carboxylate BrC(C[C@H]1CN(CCO1)C(=O)OC)C(=O)C1=C(C=C(C=C1F)C(NC)=O)F